COC(C(C(=O)O)=C[SiH3])(OC)OC trimethoxy-silylmethacrylic acid